FC=1C(=C(C=CC1F)C(=O)N1CC(C1)(O)CNC(C(C)C)C)NC1=C(C=C(C=C1)I)F 1-({3,4-difluoro-2-[(2-fluoro-4-iodophenyl)amino]Phenyl}carbonyl)-3-{[(1,2-dimethylpropyl)amino]Methyl}azetidin-3-ol